4,6-dimethyl-7-aminocoumarin CC1=CC(OC2=CC(=C(C=C12)C)N)=O